COC1=CC=C(C=C1)CCC1=CC2=C(S1)C1=CC=3C=CC4=C(SC=C4)C3C=C1C=C2 2-(2-(4-methoxyphenyl)ethyl)anthra[1,2-b:5,6-b']dithiophene